(S)-6-(4-chlorophenyl)-2-(1-methyl-1H-pyrazol-4-yl)-3-oxo-N-(1-(pyrimidin-4-yl)ethyl)-2,3-dihydropyridazine-4-carboxamide ClC1=CC=C(C=C1)C=1C=C(C(N(N1)C=1C=NN(C1)C)=O)C(=O)N[C@@H](C)C1=NC=NC=C1